CNCC1(CCC1)C(=O)O 1-((methylamino)methyl)cyclobutanecarboxylic acid